ethyl (2Z,7aS)-2-ethylidene-5-oxotetrahydro-1H-pyrrolizine-7a(5H)-carboxylate C(/C)=C/1\C[C@@]2(CCC(N2C1)=O)C(=O)OCC